Tert-butyl (R)-4-(1-(4-bromophenyl)ethyl)piperazine-1-carboxylate BrC1=CC=C(C=C1)[C@@H](C)N1CCN(CC1)C(=O)OC(C)(C)C